3-(1-OXO-4-((4-(((S)-2-(TRIFLUOROMETHYL)PIPERIDIN-1-YL)METHYL)BENZYL)OXY)ISOINDOLIN-2-YL)PIPERIDINE-2,6-DIONE O=C1N(CC2=C(C=CC=C12)OCC1=CC=C(C=C1)CN1[C@@H](CCCC1)C(F)(F)F)C1C(NC(CC1)=O)=O